COC(/C(=N/OC)/C1=C(C=CC=C1)CBr)=O (E)-2-(2-bromomethylphenyl)-2-methoxyiminoacetic acid methyl ester